tert-butyl (S)-(1-(((3-(4-decylphenyl)-1,2,4-oxadiazol-5-yl)methyl)amino)-3-hydroxy-1-oxopropan-2-yl)carbamate C(CCCCCCCCC)C1=CC=C(C=C1)C1=NOC(=N1)CNC([C@H](CO)NC(OC(C)(C)C)=O)=O